3-cyclohexyl-2-methylacrylate C1(CCCCC1)C=C(C(=O)[O-])C